4-(((((((1r,4r)-4-(2-hydroxypropane-2-yl)cyclohexyl)methyl)amino)-3-nitrophenyl)sulfonyl)-6-(2-(2-isopropylphenyl)pyrrolidin-1-yl)-7-azaSpiro[3.5]nonan-7-yl)nicotinamide OC(C)(C)C1CCC(CC1)CNC1=C(C=CC=C1[N+](=O)[O-])S(=O)(=O)C1CCC12CC(N(CC2)C2=CC=NC=C2C(=O)N)N2C(CCC2)C2=C(C=CC=C2)C(C)C